C(C)(C)(C)OC(=O)N[C@H](C(=O)OC)CC1=CNC2=CC=CC=C12 methyl (2S)-2-(tert-butoxycarbonylamino)-3-(1H-indol-3-yl)propanoate